ClC1=C2C=CN(C2=C(C=C1)F)C(C(=O)NC1(CC1)CN1CCCC1)C 2-(4-chloro-7-fluoro-1H-indol-1-yl)-N-(1-(pyrrolidin-1-ylmethyl)cyclopropyl)propanamide